(S)-8-chloro-4-((3-chloro-4-fluorophenyl)amino)-6-(((1-isopropyl-1H-1,2,3-triazol-4-yl)(2-methylpyridin-3-yl)methyl)amino)quinoline-3-carbonitrile ClC=1C=C(C=C2C(=C(C=NC12)C#N)NC1=CC(=C(C=C1)F)Cl)N[C@@H](C=1C(=NC=CC1)C)C=1N=NN(C1)C(C)C